oxirane carbonate C(O)(O)=O.O1CC1